(S)-1-(1-(2-((2-chloro-4-fluorophenyl)amino)pyrimidin-4-yl)-1H-pyrazol-4-yl)-3-(1-(3-chlorophenyl)-2-hydroxyethyl)urea ClC1=C(C=CC(=C1)F)NC1=NC=CC(=N1)N1N=CC(=C1)NC(=O)N[C@H](CO)C1=CC(=CC=C1)Cl